7-((3,3-difluoro-1-methylpiperidin-4-yl)amino)-3-(2,2-difluoroethyl)-1,1-dioxidobenzo[b]thiophen FC1(CN(CCC1NC1=CC=CC2=C1S(C=C2CC(F)F)(=O)=O)C)F